3-amino-4-(6,7-difluoro-1H-indazol-4-yl)-1H-1,7-phenanthrolin-2-one NC=1C(NC2=C3C=CC=NC3=CC=C2C1C1=C2C=NNC2=C(C(=C1)F)F)=O